OC(C)(C)C1=CC=C(C=C1)C1=NC(=CC2=CC=CC=C12)CNC(OC(C)(C)C)=O Tert-butyl ((1-(4-(2-hydroxypropan-2-yl)phenyl)isoquinolin-3-yl)methyl)carbamate